ClC=1C=C(C=CC1O)C(CCC(C1=CC(=C(C=C1)O)Cl)C1=CC(=C(C=C1)O)Cl)C1=CC(=C(C=C1)O)Cl 1,1,4,4-tetrakis(3-chloro-4-hydroxyphenyl)butane